ClC1=C(C(=C2N(C1=O)C(CN2CC2=CC(=CC=C2)OC)C(=O)OC)C2=CC(=CC=C2)C(F)(F)F)CC2=CC=CC1=CC=CC=C21 Methyl 6-chloro-1-(3-methoxybenzyl)-7-(naphthalen-1-ylmethyl)-5-oxo-8-(3-(trifluoromethyl)phenyl)-1,2,3,5-tetrahydroimidazo[1,2-a]pyridine-3-carboxylate